N1C=NC=2C(=NC=CC21)C(=O)O 1H-imidazo[4,5-C]pyridine-4-carboxylic acid